IC1=C(C(C(=O)NC2=C(C=CC(=C2)C(C(F)(F)F)(C(F)(F)F)F)C)=CC=C1)C(=O)NC(CS(=O)(=O)C)(C)C 3-iodo-N'-(2-mesyl-1,1-dimethylethyl)-N-{4-[1,2,2,2-tetrafluoro-1-(trifluoromethyl)ethyl]-o-tolyl}phthalamide